C1=CC=C2C(=C1)C=NC3=C2C(=CC=C3)O (5H)-phenanthridinone